p-aminomethylaniline-diglycolic acid NCC1=CC=C(NC(OCC(=O)O)C(=O)O)C=C1